ClC1=C(C=CC=C1)NC(=O)C1=CC=C(NC2=NC(=NC=C2F)NC2=CC(=C(C(=O)OC)C=C2)F)C=C1 methyl 4-[[4-[4-[(2-chlorophenyl)carbamoyl]anilino]-5-fluoro-pyrimidin-2-yl]amino]-2-fluoro-benzoate